arabinofuranosyluracile C1([C@@H](O)[C@H](O)[C@H](O1)CO)C=1C(NC(NC1)=O)=O